COCCOCCOC1=NN(C=C1NC1=NC=CC=N1)C1CCC(CC1)N1CCOCC1 N-(3-(2-(2-methoxyethoxy)ethoxy)-1-((1r,4r)-4-morpholinocyclohexyl)-1H-pyrazol-4-yl)pyrimidin-2-amine